OCCOCCNC(=O)C1=CC=CC=N1 pyridine-6-carboxylic acid [2-(2-hydroxy-ethoxy)-ethyl]-amide